C1(CC1)C=1N=NN(C1)[C@H](C(=O)N1[C@@H](C[C@H](C1)O)C(=O)NC1C2CCOCC12)C(C)(C)C (2S,4R)-1-[(2S)-2-(4-cyclopropyltriazol-1-yl)-3,3-dimethyl-butanoyl]-4-hydroxy-N-(3-oxabicyclo[4.1.0]heptan-7-yl)pyrrolidine-2-carboxamide